N-[2-(2-hydroxyethyl)-6-(hydroxymethyl)-2H-indazol-5-yl]-6-(trifluoromethyl)pyridine-2-carboxamide tert-butyl-2-aminoacetate C(C)(C)(C)OC(CN)=O.OCCN1N=C2C=C(C(=CC2=C1)NC(=O)C1=NC(=CC=C1)C(F)(F)F)CO